7-cyano-indoline tartrate C(=O)(O)C(O)C(O)C(=O)O.C(#N)C=1C=CC=C2CCNC12